(S)-(5-((tert-Butyldiphenylsilyl)oxy)-2-(2-(hydroxymethyl)-4-methylenepyrrolidine-1-carbonyl)-4-methoxyphenyl)carbamic acid tert-butyl ester C(C)(C)(C)OC(NC1=C(C=C(C(=C1)O[Si](C1=CC=CC=C1)(C1=CC=CC=C1)C(C)(C)C)OC)C(=O)N1[C@@H](CC(C1)=C)CO)=O